2-[5-methylsulfonyl-2-[3-[4-[[4-(2-oxa-7-azaspiro[3.5]nonan-7-yl)cyclohexyl]amino]-1-(2,2,2-trifluoroethyl)indol-2-yl]prop-2-ynylamino]phenoxy]acetonitrile CS(=O)(=O)C=1C=CC(=C(OCC#N)C1)NCC#CC=1N(C2=CC=CC(=C2C1)NC1CCC(CC1)N1CCC2(COC2)CC1)CC(F)(F)F